FC=1C=C(C=CC1)S(=O)(=O)NC1=CC=C(C=C1)/N=C/C=1C(=C2C=CC(OC2=CC1)(C)C)O (E)-3-fluoro-N-(4-(((5-hydroxy-2,2-dimethyl-2H-chromen-6-yl)methylene)amino)phenyl)benzenesulfonamide